C(C1=CC=CC=C1)(=O)OCCC=C but-1-en-4-yl benzoate